Cl.Cl.CS(=O)(=O)C1=CC=C(C=C1)C=1N=C2N(C=CC=C2)C1 (4-(methylsulfonyl)phenyl)imidazo[1,2-a]pyridine dihydrochloride